C(C)(C)(C)N(C(O)=O)C1=NC(=C(C=C1)Br)C(N(C)OC)=O.OC1=C(C=CC(=C1)OCCCCCCCC)C(=O)C1=CC=CC=C1 (2-Hydroxy-4-octyloxyphenyl)phenyl-methanone tert-butyl-(5-bromo-6-(methoxy(methyl)carbamoyl)pyridin-2-yl)carbamate